2-[3'-tert.-butyl-2'-hydroxy-5'-(2-methoxycarbonylethyl)phenyl]-5-chlorobenzotriazole C(C)(C)(C)C=1C(=C(C=C(C1)CCC(=O)OC)N1N=C2C(=N1)C=CC(=C2)Cl)O